(S)-1'-(8-(thieno[3,2-b]pyridin-7-ylthio)imidazo[1,2-c]pyrimidin-5-yl)-1,3-dihydrospiro[indene-2,4'-piperidin]-1-amine S1C=CC2=NC=CC(=C21)SC=2C=1N(C(=NC2)N2CCC3(CC2)[C@@H](C2=CC=CC=C2C3)N)C=CN1